FC1=C(N)C(=CC(=C1)N1CCC(CC1)C)OC 2-fluoro-6-methoxy-4-(4-methylpiperidin-1-yl)aniline